C(C)C(O)(CC)C Ethyl-Methyl-Ethyl-Carbinol